BrC1=C(C(=C(C=C1I)C(C)=O)F)OC 1-(4-bromo-2-fluoro-5-iodo-3-methoxyphenyl)ethan-1-one